2-(3,5-Dimethylhex-4-en-1-yl)cyclopropane-1-carboxylic acid methyl ester COC(=O)C1C(C1)CCC(C=C(C)C)C